(2-(azidomethoxy)ethyl)isobutyramide N(=[N+]=[N-])COCCC(C(=O)N)(C)C